FC(C1=CC=C(CC=2C=C3C=CNC3=CC2)C=C1)(F)F 5-(4-(trifluoromethyl)benzyl)-1H-indol